8-chloro-2-phenyl-3-[(1S)-1-(7H-purin-6-ylamino)ethyl]isoquinolin-1-one ClC=1C=CC=C2C=C(N(C(C12)=O)C1=CC=CC=C1)[C@H](C)NC1=C2NC=NC2=NC=N1